C(#CCCCC)C=1N(C2=NC(=NC(=C2N1)NCC1=CC(=CC=C1)I)C=1SC=CC1)[C@@H]1OC[C@H]([C@H]1O)O (2R,3R,4R)-2-(8-(Hex-1-yn-1-yl)-6-((3-iodobenzyl)amino)-2-(thiophen-2-yl)-9H-purin-9-yl)tetrahydrofuran-3,4-diol